[Ni].C(C)(C)(C)P(C(C)(C)C)C(C)(C)C.C(C)(C)(C)P(C(C)(C)C)C(C)(C)C di(tri-tert-butylphosphine) nickel (0)